2-tert-butyl-4-[(2R,5S)-5-methyl-2-piperidyl]Phenol C(C)(C)(C)C1=C(C=CC(=C1)[C@@H]1NC[C@H](CC1)C)O